NCCCCN(CCCCCCCCC(=O)OC(CCCCC)CC)CCCCCCCCC(=O)OC(CCCCC)CC 1-ethylhexyl 9-[4-aminobutyl-[9-(1-ethylhexoxy)-9-oxo-nonyl]amino]nonanoate